COC(=O)C=1C=CC2=NC3=C(N(C(C4=CC=CC=C34)=O)C3=CC=C(C=C3)C(=O)OC)N2C1.C(C=C)NCCC1=CNC2=CC=CC=C12 N-allyl-tryptamine Methyl-6-(4-(methoxycarbonyl)phenyl)-5-oxo-5,6-dihydropyrido[2',1':2,3]imidazo[4,5-c]isoquinoline-9-carboxylate